ClC1=C(OC=2N=NC(=CC2C(=O)NC2=CN=NC=C2)C(F)(F)F)C=CC(=C1)F 3-(2-chloro-4-fluoro-phenoxy)-N-pyridazin-4-yl-6-(trifluoromethyl)pyridazin-4-carboxamide